COC=1C2=C(C=NC1NCC1=CC=C(C=C1)OC)C=NN2C(C(F)(F)F)C 7-Methoxy-N-(4-methoxybenzyl)-1-(1,1,1-trifluoropropan-2-yl)-1H-pyrazolo[4,3-c]pyridin-6-amine